C1=CC=C(C=C1)[N+]2=C3C=C(C4=C(C3=NC5=CC=CC=C52)C=CC(=C4)S(=O)(=O)[O-])NC6=C(C=C(C=C6)S(=O)(=O)[O-])S(=O)(=O)[O-] The molecule is an organosulfonate oxoanion obtained by deprotonation of the sulfo groups of 4-[(7-phenyl-3-sulfobenzo[a]phenazin-5-ylidene)amino]benzene-1,3-disulfonic acid. It is a conjugate base of an azocarmine B free acid.